NC(C(=O)NC1=CCC(C=C1)(F)Cl)CO 2-amino-N-(4-chloro-4-fluorophenyl)-3-hydroxypropanamide